C(#N)NC(=NCC#C)NCCSCC=1N=CNC1C N-cyano-N'-(2-(((5-methyl-1H-imidazol-4-yl)methyl)thio)ethyl)-N''-2-propynyl-guanidine